tert-butyl 4-(3-chloro-5-methoxycarbonyl-2-pyridyl)piperazine-1-carboxylate ClC=1C(=NC=C(C1)C(=O)OC)N1CCN(CC1)C(=O)OC(C)(C)C